N4-benzyl-Diethylenetriamine C(C1=CC=CC=C1)N(CCN)CCN